C1(=CC(=CC=C1)OCC(=O)C1=CC=C(C=C1)C1=NOC(=N1)C(F)(F)F)C 2-(m-tolyloxy)-1-(4-(5-(trifluoromethyl)-1,2,4-oxadiazol-3-yl)phenyl)ethan-1-one